2-(4-cyclopropyl-6-methoxypyrimidin-5-yl)-N-(4-(1-isopropyl-3-(trifluoromethyl)-1H-1,2,4-triazol-5-yl)benzyl)-7H-purin-6-amine C1(CC1)C1=NC=NC(=C1C1=NC(=C2NC=NC2=N1)NCC1=CC=C(C=C1)C1=NC(=NN1C(C)C)C(F)(F)F)OC